3-methyl-1-(piperidine-1-carbonyl)-1H-imidazol-3-ium iodide [I-].C[N+]1=CN(C=C1)C(=O)N1CCCCC1